FC(C(=O)O)(F)F.N[C@H](C(=O)NC1=CC(=C(C=C1)C1CCOCC1)F)[C@@H]1CC[C@H](CC1)C (2S)-2-Amino-N-[3-fluoro-4-(tetrahydropyran-4-yl)phenyl]-2-(trans-4-methyl-cyclohexyl)acetamide trifluoroacetate Salt